O=C([C@H](CCCC)NC(OC(C(F)(F)C1=CC(=CC=C1)Cl)C1=CC=CC=C1)=O)N[C@H](C=O)C[C@H]1C(NCC1)=O 2-(3-Chlorophenyl)-2,2-difluoro-1-phenylethyl ((S)-1-oxo-1-(((S)-1-oxo-3-((S)-2-oxopyrrolidin-3-yl)propan-2-yl)amino)hexan-2-yl)carbamate